8-(5-fluoro-2-methoxypyridin-4-yl)-9-(4-((1-(3-fluoropropyl)azetidin-3-ylidene)methyl)phenyl)-6,7-dihydro-5H-benzo[7]annulene-3-carboxylic acid FC=1C(=CC(=NC1)OC)C=1CCCC2=C(C1C1=CC=C(C=C1)C=C1CN(C1)CCCF)C=CC(=C2)C(=O)O